O[C@@H]1CCC/C=C/C2=CC(=CC(=C2C(O[C@H](CCC1)C)=O)O)O (2e,7r,11S)-7,15,17-trihydroxy-11-methyl-12-oxabicyclo[12.4.0]octadeca-1(18),2,14,16-tetraen-13-one